NC(CN1CCN(CCN(CCN(C(C1)CC1=CC=C(C=C1)N=C=S)CC(N)=O)CC(N)=O)CC(=O)N)=O 2-[4,7,10-tris(2-amino-2-oxoethyl)-6-[(4-isothiocyanatophenyl)methyl]-1,4,7,10-tetrazacyclododec-1-yl]acetamide